4,4'-dihydroxy-3,3',5,5'-tetra(tert-butyl)biphenyl OC1=C(C=C(C=C1C(C)(C)C)C1=CC(=C(C(=C1)C(C)(C)C)O)C(C)(C)C)C(C)(C)C